N1N=CN=C1C1=CC=C(C=N1)N1C=CC=2C1=NC=C(C2)C(=O)N2CC(OCC2)C (1-(6-(1H-1,2,4-triazol-5-yl)pyridin-3-yl)-1H-pyrrolo[2,3-b]pyridin-5-yl)(2-methylmorpholino)methanone